C(C)(C)(C)OC(=O)N1[C@@H](C[C@@H](C1)OC=1C=C2CN(C(C2=CC1)=O)C1C(N(C(CC1)=O)CC1=CC=C(C=C1)OC)=O)C (2r,4s)-4-((2-(1-(4-methoxybenzyl)-2,6-dioxopiperidin-3-yl)-1-oxoisoindolin-5-yl)oxy)-2-methylpyrrolidine-1-carboxylic acid tert-butyl ester